CSOCCC1C(C1)C#N 2-(((methylsulfanyl)oxy)ethyl)cyclopropane-1-carbonitrile